ClC1=CC=C(C=C1)[C@H]([C@@H]1[C@@]([C@H]([C@@H](O1)N1C=CC/2=C1N=CN\C2=N/O)O)(C)O)O (Z)-7-((2R,3R,4S,5R)-5-((R)-(4-chlorophenyl)(hydroxy)methyl)-3,4-dihydroxy-4-methyltetrahydrofuran-2-yl)-3,7-dihydro-4H-pyrrolo[2,3-d]pyrimidin-4-one oxime